rac-tert-butyl 4-((4R,5S)-7-ethyl-6-oxo-1-phenyl-5-(3-(trifluoromethyl)benzamido)-4,5,6,7-tetrahydro-1H-pyrazolo[3,4-b]pyridin-4-yl)isoindoline-2-carboxylate C(C)N1C2=C([C@H]([C@@H](C1=O)NC(C1=CC(=CC=C1)C(F)(F)F)=O)C1=C3CN(CC3=CC=C1)C(=O)OC(C)(C)C)C=NN2C2=CC=CC=C2 |r|